8-bromo-2-methoxy-1,6-naphthyridine BrC=1C=NC=C2C=CC(=NC12)OC